cis-2-fluorocyclopropane-1-carbonyl Chloride F[C@@H]1[C@@H](C1)C(=O)Cl